5-((5-chloro-2-(thiophen-2-yl)pyrimidin-4-yl)amino)-3-(3-hydroxy-3-methylbutyl)-1-methyl-1,3-dihydro-2H-benzo[d]imidazol-2-one ClC=1C(=NC(=NC1)C=1SC=CC1)NC1=CC2=C(N(C(N2CCC(C)(C)O)=O)C)C=C1